2-amino-5-bromo-7-methyl-1H-indole NC=1NC2=C(C=C(C=C2C1)Br)C